2-amino-5-((5-aminopentyl)amino)pentanoic acid NC(C(=O)O)CCCNCCCCCN